(4-tolyl)-1,4-phenylenediamine C1(=CC=C(C=C1)NC1=CC=C(C=C1)N)C